diisopropyl 5-cyano-2-iodophenyl phosphite P(OC(C)C)(OC(C)C)OC1=C(C=CC(=C1)C#N)I